C(CC)C1=C(N(C=2N=CNC(C21)=O)C2=C(C=CC=C2)Cl)C(=O)OCC ethyl 5-propyl-4-oxo-7-(2-chlorophenyl)-4,7-dihydro-3H-pyrrolo[2,3-d]pyrimidine-6-carboxylate